bocarginine tert-butyl-3-(2-{[(2R,7aS)-2-fluoro-hexahydro-1H-pyrrolizin-7a-yl]methoxy}-7-bromo-8-fluoroquinazolin-4-yl)-3,8-diazabicyclo[3.2.1]octane-8-carboxylate C(C)(C)(C)C12CN(CC(CC1)N2C(=O)O)C2=NC(=NC1=C(C(=CC=C21)Br)F)OC[C@]21CCCN1C[C@@H](C2)F.C(=O)(OC(C)(C)C)N[C@@H](CCCNC(N)=N)C(=O)O